FC(C1=CC=C(C=C1)C(C)=O)(F)F 1-(4-trifluoromethyl-phenyl)ethanone